CC1=CN=C(S1)C(=O)N 5-methylthiazole-2-carboxamide